3,7-bis-diethylaminophenoxazine 1,2,2-trimethylpropyl-methacrylate sodium oleate C(CCCCCCC\C=C/CCCCCCCC)(=O)[O-].[Na+].CC(C(C)(C)C)OC(C(=C)C)=O.C(C)N(C=1C=CC=2NC3=CC=C(C=C3OC2C1)N(CC)CC)CC